8-chloro-[1,2,4]triazolo[1,5-a]pyrazin-2-amine ClC=1C=2N(C=CN1)N=C(N2)N